N[C@H]1[C@H](N(CCC1)C1=CC=CC=C1)C1=C(C2=NC(=CC(=C2S1)NCC=1SC=CC1)Cl)Br 2-((2s,3r)-3-amino-1-phenylpiperidin-2-yl)-3-bromo-5-chloro-N-(thiophen-2-ylmethyl)thieno[3,2-b]pyridin-7-amine